COC1=CC=C(C(=O)OC2=CC=C(C(=O)O)C=C2)C=C1 4-((4-methoxybenzoyl)oxy)benzoic acid